1,1,1,3,3,3-Hexafluoropropan-2-yl (S)-1-(pyrimidin-5-ylcarbamoyl)-6-azaspiro[2.5]octan-6-carboxylat N1=CN=CC(=C1)NC(=O)[C@H]1CC12CCN(CC2)C(=O)OC(C(F)(F)F)C(F)(F)F